NC[C@@H]1[C@H]([C@H]([C@@H](O1)N1C2=NC=NC(=C2N=C1)NC(C1=CC=CC=C1)=O)OC)O N-[9-[(2R,3R,4R,5R)-5-(aminomethyl)-4-hydroxy-3-methoxy-tetrahydrofuran-2-yl]purin-6-yl]benzamide